CN1N=C(C=C1C(=O)O)C(=O)O 1-methyl-1H-pyrazole-3,5-dicarboxylic acid